N1=C(N=CC(=C1)[C@H]1[C@@H](C1)C=1C=C(C(=C(C1)N1CC2(C1)CC(C2)O)F)F)C2=NC=CC=N2 trans-2-(5-(2-([2,2'-bipyrimidin]-5-yl)cyclopropyl)-2,3-difluorophenyl)-2-azaspiro[3.3]heptan-6-ol